CC=1C=C(C=C(C1)C)SCC(C1=CC=CC=C1)C1=CC(=NC(=C1)C)C 4-(2-((3,5-dimethylphenyl)thio)-1-phenylethyl)-2,6-lutidine